(2-(((R)-5-chloro-2,3-dihydro-1H-inden-2-yl)amino)pyrimidin-5-yl)(2-methylazetidin-1-yl)methanone ClC=1C=C2C[C@@H](CC2=CC1)NC1=NC=C(C=N1)C(=O)N1C(CC1)C